CC=1N2C=3SC=4CC(CC4C3C(NCC2=NN1)=S)C(=O)O 3-methyl-9-sulfanylidene-16-thia-2,4,5,8-tetraazatetracyclo[8.6.0.02,6.011,15]hexadeca-1(10),3,5,11(15)-tetraene-13-carboxylic acid